ClC1=CC=C(C2=C1C=C(O2)F)COC2=CC=CC(=N2)C2CCC(CC2)CC(=O)NC2=C(C=C(C(=O)OC)C=C2)NC[C@H]2OCC2 methyl (S)-4-(2-(4-(6-((4-chloro-2-fluorobenzofuran-7-yl)methoxy)pyridin-2-yl)cyclohexyl)acetamido)-3-((oxetan-2-ylmethyl)amino)benzoate